C1=CC=CC=2C3=CC=CC=C3N(C12)C=1C=C(C=CC1)C1=CC(=CC(=C1)N1C2=CC=CC=C2C=2C=CC=CC12)C#N 3',5-bis(9H-carbazol-9-yl)-[1,1'-biphenyl]-3-carbonitrile